(R)-4-((4-(3-(2-hydroxypropan-2-yl)piperidin-1-yl)phenyl)amino)-7-(1-methyl-1H-imidazol-5-yl)-1,2-dihydro-3H-pyrrolo[3,4-c]pyridin-3-one OC(C)(C)[C@H]1CN(CCC1)C1=CC=C(C=C1)NC1=NC=C(C2=C1C(NC2)=O)C2=CN=CN2C